Methyl-5-((2-((S)-2-((S)-2-amino-4-methylpentanamido)-4-methylpentanamido)ethyl)carbamoyl)-2-(2-(4-fluorophenyl)butanamido)-4-methylthiophene CC1=C(SC(=C1C)C(NCCNC([C@H](CC(C)C)NC([C@H](CC(C)C)N)=O)=O)=O)NC(C(CC)C1=CC=C(C=C1)F)=O